ClC=1C=NN(C1)C=1C=NC=CN1 3-(4-chloro-1H-pyrazol-1-yl)pyrazin